N-(2-((2S,4S)-4-amino-2-(hydroxymethyl)pyrrolidin-1-yl)-4-(methylsulfonyl)phenyl)-2-(2-fluoro-6-methoxyphenyl)pyrimidine-4-carboxamide N[C@H]1C[C@H](N(C1)C1=C(C=CC(=C1)S(=O)(=O)C)NC(=O)C1=NC(=NC=C1)C1=C(C=CC=C1OC)F)CO